3-((3-bromophenyl)(methoxy)methyl)-4-methyl-4H-1,2,4-triazole BrC=1C=C(C=CC1)C(C1=NN=CN1C)OC